3-trityl-benzo[d]oxazol-2(3H)-one C(C1=CC=CC=C1)(C1=CC=CC=C1)(C1=CC=CC=C1)N1C(OC2=C1C=CC=C2)=O